2-Amino-7-fluoro-4-(5-fluoro-3-((3S,4R)-3-fluoro-4-(isopropylamino)pyrrolidin-1-yl)-7,9-dihydrofuro[3,4-f]quinazolin-6-yl)thieno[3,2-c]pyridine-3-carbonitrile NC1=C(C=2C(=NC=C(C2S1)F)C=1C2=C(C=3C=NC(=NC3C1F)N1C[C@@H]([C@@H](C1)NC(C)C)F)COC2)C#N